ClC1=CC=C(C=N1)CN1C(N(C=C1)CCCC(=O)O)=N[N+](=O)[O-] 4-[3-[(6-chloropyridin-3-yl)methyl]-2-nitroiminoimidazol-1-yl]butyric acid